(6-chloro-4-phenylquinazoline-2-yl)3-[(6-chloro-4-phenylquinazolin-2-yl)amino]propane-1-ol ClC=1C=C2C(=NC(=NC2=CC1)C(CCNC1=NC2=CC=C(C=C2C(=N1)C1=CC=CC=C1)Cl)O)C1=CC=CC=C1